2-methoxy-N-(3-methoxypropyl)-3-{[2-(pyrrolidin-1-yl)ethoxy]methyl}-6H,7H,8H-cyclopenta[b]1,5-naphthyridin-9-amine COC=1N=C2C(=C3C(=NC2=CC1COCCN1CCCC1)CCC3)NCCCOC